ClC1=C(C(=O)NCC(C2=C(N=CS2)C(F)F)N2CCC(CC2)OC2=NC=CC=C2Cl)C(=CC=C1)F 2-Chloro-N-(2-{4-[(3-chloropyridin-2-yl)oxy]piperidin-1-yl}-2-[4-(difluoromethyl)-1,3-thiazol-5-yl]ethyl)-6-fluorobenzamid